FC=1C=C(CSC2=NNC(=N2)C)C=CC1 3-[(3-fluorobenzyl)sulfanyl]-5-methyl-[1,2,4]triazol